Capric acid (decanoate) C(CCCCCCCCC)(=O)O.OC(=O)CCCCCCCCC